Indeno[1,2,3]pyrene C1=CC=C2C=CC3=C4C=C(C5=CC=C1C2=C35)C=3C=CC=CC34